(1S,2R,4aS,6aS,6bR,8aR,14aR,14bR,16bS)-1,2,3,4,4a,5,6,6a,6b,7,8,8a,9,14,14a,14b,15,16b-octadecahydro-1,2,6a,6b,9,9,12,14a-octamethylchryseno[1,2-g]quinoline-4a-carboxylic acid C[C@H]1[C@@H](CC[C@@]2(CC[C@]3([C@@]4(CC[C@@H]5[C@](CC=6C=C(C=NC6C5(C)C)C)([C@H]4CC=C3[C@H]12)C)C)C)C(=O)O)C